COC(CCOC[C@H](C)NC=1C=NNC(C1C(F)(F)F)=O)=O (S)-3-(2-((6-oxo-5-(trifluoromethyl)-1,6-dihydropyridazin-4-yl)amino)propoxy)propanoic acid methyl ester